S1C(=NC2=C1C=CC=C2)CN2CCN(CC2)C2=C(C#N)C=C(C(=C2)OC)F 2-(4-(benzo[d]thiazol-2-ylmethyl)piperazin-1-yl)-5-fluoro-4-methoxybenzonitrile